S1C=2N(N=C1C=1C=C(C=CC1)NC(C1=CC=C(C=C1)O[C@@H](C)C1=CC=CC=C1)=O)C=CN2 N-(3-{imidazo[2,1-b][1,3,4]thiadiazol-2-yl}phenyl)-4-[(1S)-1-phenylethoxy]benzamide